N-(2-(2-chloro-5-oxo-5,7-dihydro-6H-pyrrolo[3,4-b]pyridin-6-yl)ethyl)butyramide ClC1=CC=C2C(=N1)CN(C2=O)CCNC(CCC)=O